OC1=C(C=CC(=C1)C(C)C)C1(C(C2=CC=CC=C2C1=O)=O)NC(CCCC)=O pentanoic acid [2-(2-hydroxy-4-isopropyl-phenyl)-1,3-dioxo-indan-2-yl]-amide